Methyl-2-[2-chloro-4-(trifluoromethyl)phenyl]-5-[1-(phenylsulfonyl)-1H-pyrrolo[2,3-b]pyridin-4-yl]-1-{[2-(trimethylsilyl)ethoxy]methyl}-1H-pyrrole-3-carboxylate COC(=O)C1=C(N(C(=C1)C1=C2C(=NC=C1)N(C=C2)S(=O)(=O)C2=CC=CC=C2)COCC[Si](C)(C)C)C2=C(C=C(C=C2)C(F)(F)F)Cl